FC=1C=C(C=NC1)C1=NC=2N(C(=N1)O)N=CC2C 2-(5-fluoro-3-pyridinyl)-8-methyl-pyrazolo[1,5-a][1,3,5]Triazin-4-ol